COC1=CC=C(CN2C(OC(C2)C=O)=O)C=C1 3-(4-methoxybenzyl)-5-formyl-oxazolidin-2-one